ClC1=CC(=C(C=C1)C1=NC(=NC2=C1N=C(N(C2=O)C)C)N2C[C@@H](OCC2)C=2C=NN(C2)C2CC2)F (S)-8-(4-chloro-2-fluorophenyl)-6-(2-(1-cyclopropyl-1H-pyrazol-4-yl)morpholino)-2,3-dimethylpyrimido[5,4-d]pyrimidin-4(3H)-one